C(C)OC(CCN1C=CC2=CC(=CC(=C12)CC)O)=O 3-(7-Ethyl-5-hydroxy-1H-indol-1-yl)propionic acid ethyl ester